tert-butyl 4-[8-methoxy-3-[3-[(4-methoxyphenyl)methyl]-2,4-dioxo-hexahydropyrimidin-1-yl]imidazo[1,2-a]pyridin-7-yl]piperazine-1-carboxylate COC=1C=2N(C=CC1N1CCN(CC1)C(=O)OC(C)(C)C)C(=CN2)N2C(N(C(CC2)=O)CC2=CC=C(C=C2)OC)=O